ClC1=CC(=C(C=C1)CN(C(NCC1=CC=C(C=C1)OCC(C)C)=O)C1CCN(CC1)C)OC 3-[(4-chloro-2-methoxyphenyl)methyl]-3-(1-methylpiperidin-4-yl)-1-{[4-(2-methylpropyloxy)phenyl]methyl}urea